5,7-Dichloro-3-isopropylpyrazolo[1,5-a]pyrimidine ClC1=NC=2N(C(=C1)Cl)N=CC2C(C)C